FC(=C(C(C(C(C(F)(F)F)(C(F)(F)F)F)(C(F)(F)F)F)(F)F)C(F)(F)F)F perfluoro-2,4,5-trimethylhexene